OC(C(OC1=CC=NC=2N(C(N=C(C21)N2CC(N(CC2C)C(=O)[O-])C)=O)C=2C(=NC=CC2)C(C)C)([2H])[2H])([2H])[2H] 4-(2-hydroxyethoxy-1,1,2,2-d4-(2-isopropylpyridin-3-yl)-2-oxo-1,2-dihydropyrido[2,3-d]pyrimidin-4-yl)-2,5-dimethylpiperazine-1-carboxylate